C[Sn](CCCC)(C)C Tris(methyl)butyl-tin